tert-butyl (S)-(1-((N-benzyl-2,2-dimethylbutanamido)oxy)-3-(tert-butoxy)-1-oxopropan-2-yl)carbamate C(C1=CC=CC=C1)N(C(C(CC)(C)C)=O)OC([C@H](COC(C)(C)C)NC(OC(C)(C)C)=O)=O